1-methyl-2-(2-{[7-(5-methyl-1,2,4-oxadiazol-3-yl)isoquinolin-1-yl]amino}ethyl)-1H-1,3-benzodiazole-5-carboxylic acid CN1C(=NC2=C1C=CC(=C2)C(=O)O)CCNC2=NC=CC1=CC=C(C=C21)C2=NOC(=N2)C